6-methoxy-2,4,4-trimethyl-7-nitro-1,2,3,4-tetrahydroisoquinoline COC=1C=C2C(CN(CC2=CC1[N+](=O)[O-])C)(C)C